1-(5-methyl-2,5-diazabicyclo[2.2.2]octan-2-yl)-3-methylenepent-4-ene CN1C2CN(C(C1)CC2)CCC(C=C)=C